(22E)-ergosta-5,7,9(11),22-tetraen-3β-ol CC(C)[C@@H](C)\C=C\[C@@H](C)[C@H]1CC[C@H]2C3=CC=C4C[C@H](CC[C@]4(C)C3=CC[C@]12C)O